2-(tetrahydro-2H-pyran-4-yl)quinolin O1CCC(CC1)C1=NC2=CC=CC=C2C=C1